CC1=NN(C(=C1C1=NC=CN=C1)C)CCCCCCNC1=C2C(N(C(C2=CC=C1)=O)C1C(NC(CC1)=O)=O)=O ((6-(3,5-dimethyl-4-(pyrazin-2-yl)-1H-pyrazol-1-yl)hexyl)amino)-2-(2,6-dioxopiperidin-3-yl)isoindoline-1,3-dione